N1=CC(=CC=C1)N1N=C2C=CC=C(C2=C1)C(=O)N 2-(3-pyridyl)-2H-indazole-4-carboxamide